C1(CC1)ONC1=C(C=CC=C1)C (Cyclopropoxy)-2-methylaniline